ClC=1C=C(C=C(C1)F)C(CCN(C(OC(C)(C)C)=O)C)O tert-butyl (3-(3-chloro-5-fluorophenyl)-3-hydroxypropyl)(methyl)carbamate